tert-butyl 2-[7-(4-fluoro-2-methoxy-phenyl)-4-(1-methylpyrazol-4-yl)thieno[3,2-c]pyridin-6-yl]-6,7-dihydro-4H-pyrazolo[1,5-a]pyrazine-5-carboxylate FC1=CC(=C(C=C1)C=1C2=C(C(=NC1C1=NN3C(CN(CC3)C(=O)OC(C)(C)C)=C1)C=1C=NN(C1)C)C=CS2)OC